2-(3,5-dimethoxymethoxyphenyl)-3-(3-methoxy-4-methoxymethylphenyl)-4,6-dimethoxymethoxy-1H-inden-1-one COCOC=1C=C(C=C(C1)OCOC)C=1C(C2=CC(=CC(=C2C1C1=CC(=C(C=C1)COC)OC)OCOC)OCOC)=O